3-amino-3-{[1-(butyryloxy)propan-2-yl]carbamoyl}propanoic acid NC(CC(=O)O)C(NC(COC(CCC)=O)C)=O